di(4-nitrophenyl) adipate C(CCCCC(=O)OC1=CC=C(C=C1)[N+](=O)[O-])(=O)OC1=CC=C(C=C1)[N+](=O)[O-]